NC=1C=CC(=C2CN(C(C12)=O)CC(C#N)=C)C=1C=C2C(=NNC2=CC1)C=1C=NN(C1)C 2-[[7-amino-4-[3-(1-methylpyrazol-4-yl)-1H-indazol-5-yl]-1-oxo-isoindolin-2-yl]methyl]prop-2-enenitrile